ethyl 2-(((2R)-2-fluorotetrahydro-1H-pyrrolizin-7a(5H)-yl)methoxy)-4-((4-methoxybenzyl)oxy)-6-methylpyrimidine-5-carboxylate F[C@@H]1CC2(CCCN2C1)COC1=NC(=C(C(=N1)OCC1=CC=C(C=C1)OC)C(=O)OCC)C